trans-α-amino-4-guanidinocyclohexaneacetic acid methyl-3',6'-dibromo-3-oxo-3H-spiro[isobenzofuran-1,9'-xanthene]-6-carboxylate COC(=O)C1=CC=C2C(OC3(C4=CC=C(C=C4OC=4C=C(C=CC34)Br)Br)C2=C1)=O.NC(C(=O)O)[C@@H]1CC[C@H](CC1)NC(=N)N